O=C1N(CCCC1)C1CCN2C3=C(C=C2C1)C=C(C=N3)C(F)(F)F 2-oxo-1-(3-(trifluoromethyl)-6,7,8,9-tetrahydropyrido[3,2-b]indolizin-7-yl)piperidin